ethyl dodecanoat C(CCCCCCCCCCC)(=O)OCC